2-butoxyquinolin-6-amine C(CCC)OC1=NC2=CC=C(C=C2C=C1)N